1-(4-((4-(3-((2-((S)-1-hydroxyethyl)-1H-imidazol-1-yl)methyl)isoxazol-5-yl)phenyl)ethynyl)phenyl)ethane-1,2-diol O[C@@H](C)C=1N(C=CN1)CC1=NOC(=C1)C1=CC=C(C=C1)C#CC1=CC=C(C=C1)C(CO)O